BrC1=CC=C(C=C1)C1=CN(C2=CC=CC=C12)C(C)C 3-(4-bromophenyl)-1-isopropyl-1H-indole